4-[(2R)-2-methylmorpholin-4-yl]-2-[(2R)-2-(1-methyl-1-phenylethyl)pyrrolidin-1-yl]-1H-pyrimidin-6-one C[C@@H]1CN(CCO1)C=1N=C(NC(C1)=O)N1[C@H](CCC1)C(C)(C1=CC=CC=C1)C